C(#N)C1=CC(=C(OC2=NC(=NC=3CCN(CCC32)CCC(=O)O)NC3=CC=C(C=C3)C#N)C(=C1)C)C 3-(4-(4-Cyano-2,6-dimethylphenoxy)-2-((4-cyanophenyl)amino)-8,9-dihydro-5H-pyrimido[4,5-d]azepine-7(6H)-yl)propanoic acid